BrC1=NN(C=2C=C(C3=C(C12)C(NC3(O)C3=C(C=CC(=C3)F)Cl)=O)NC(C3=CC(=CC(=C3)C(F)(F)F)F)=O)CC(F)F N-(1-bromo-6-(2-chloro-5-fluorophenyl)-3-(2,2-difluoroethyl)-6-hydroxy-8-oxo-3,6,7,8-tetrahydropyrrolo[3,4-e]indazol-5-yl)-3-fluoro-5-(trifluoromethyl)benzamide